4-(4-(((4-chloro-3-(trifluoromethyl)phenyl)carbamoyl)amino)-3-fluorophenoxy)-N-methylpyridine-2-carboxamide ClC1=C(C=C(C=C1)NC(=O)NC1=C(C=C(OC2=CC(=NC=C2)C(=O)NC)C=C1)F)C(F)(F)F